C1=CC=C2C(=C1)C3=NC4=NC(=NC5=NC(=NC6=NC(=NC2=N3)C7=CC=CC=C76)C8=CC=CC=C85)C9=CC=CC=C94.[Cu] copper(II) Phthalocyanine